CC(C(=O)N1C(CCCC1)C=1NC(=CN1)C1=C(C=CC=C1)C)CC 2-methyl-1-(2-(5-(o-tolyl)-1H-imidazol-2-yl)piperidin-1-yl)butan-1-one